2,3,6,7-tetracarboxyl-imidazolyl-alpha-naphthoic acid C(=O)(O)C1=NC=C(N1C(=O)O)C1=C(C2=CC(=C(C=C2C=C1)C(=O)O)C(=O)O)C(=O)O